N-(3-chloro-4-(4-(thiomorpholine-4-carbonyl)piperidine-1-carbonyl)phenyl)-5-(4-(cyanomethoxy)-2,3-difluorophenyl)-1-methyl-1H-imidazole-2-carboxamide ClC=1C=C(C=CC1C(=O)N1CCC(CC1)C(=O)N1CCSCC1)NC(=O)C=1N(C(=CN1)C1=C(C(=C(C=C1)OCC#N)F)F)C